N-(2-(pyridine-3-yl)thieno[3,2-c]pyridine-4-yl)acetamide N1=CC(=CC=C1)C1=CC=2C(=NC=CC2S1)NC(C)=O